6-((2,6-dimethyl-pyrimidin-4-yl)amino)-N-ethoxy-4-((4-ethynyl-2-(N-methyl-methanesulfonamido)phenyl)amino)nicotinamide CC1=NC(=CC(=N1)NC1=NC=C(C(=O)NOCC)C(=C1)NC1=C(C=C(C=C1)C#C)N(S(=O)(=O)C)C)C